BrC1=C(C2=C(NC(O2)=O)C=C1)OC 6-Bromo-7-methoxybenzo[d]oxazol-2(3H)-one